FC([C@H]1[C@@H](CNC1)C(=O)O)(F)F trans-4-(trifluoromethyl)pyrrolidine-3-carboxylic acid